ethyl (5-((S)-2-amino-3,3-dicyclopropylpropanamido)-4-fluoro-2-(1-oxo-1-((2,2,2-trifluoroethyl)amino)propan-2-yl)phenyl)carbamate N[C@H](C(=O)NC=1C(=CC(=C(C1)NC(OCC)=O)C(C(NCC(F)(F)F)=O)C)F)C(C1CC1)C1CC1